C1(CC1)C(CNC(=O)C=1C=C2C=C(C=NC2=C(C1)OC)C(F)F)(O)C1=NC(=C(C(=C1)C(C)(C)O)F)C1=CC=C(C=C1)F N-{(-)-2-cyclopropyl-2-[5-fluoro-6-(4-fluorophenyl)-4-(2-hydroxypropan-2-yl)pyridin-2-yl]-2-hydroxyEthyl}-3-(difluoromethyl)-8-methoxyquinoline-6-carboxamide